(1S)-(+)-α-pinene [C@H]12C(=CC[C@@H](C1(C)C)C2)C